C(=O)(O)OC(=O)O.C(CCCCC)=N hexaanimine dicarbonate